ICC1CCC(N1)=O 5-iodomethylpyrrolidin-2-one